ethyl 2-bromo-8-hydroxyimidazo[1,2-b]pyridazine-7-carboxylate BrC=1N=C2N(N=CC(=C2O)C(=O)OCC)C1